C(C)(C)OCCCNC([O-])=O.[Na+] sodium isopropyl-oxypropylcarbamate